6,6-dimethyl-4-(phenylsulfonyl)piperazine-2-carbonitrile CC1(CN(CC(N1)C#N)S(=O)(=O)C1=CC=CC=C1)C